[N+](=O)([O-])C1=CC=C(OP2(O[C@@H]([C@@H](S2)C2=CC=CC=C2)C2=CC=CC=C2)=O)C=C1 (4S,5R)-2-(4-nitrophenoxy)-4,5-diphenyl-1,3,2-oxathiaphospholane 2-oxide